3-Hydroxypropyl (S)-((1-(bicyclo[1.1.1]pentan-1-yl)-1H-1,2,3-triazol-4-yl)(2-methyl-1-oxo-1,2-dihydroisoquinolin-5-yl)methyl)(8-chloro-3-cyano-4-(neopentylamino)quinolin-6-yl)carbamate C12(CC(C1)C2)N2N=NC(=C2)[C@H](C2=C1C=CN(C(C1=CC=C2)=O)C)N(C(OCCCO)=O)C=2C=C1C(=C(C=NC1=C(C2)Cl)C#N)NCC(C)(C)C